N1(N=NN=C1)C1=C(C(=O)O)C=CC=C1 2-(tetrazol-1-yl)benzoic acid